perfluorophthalic acid FC1=C(C(C(=O)O)=C(C(=C1F)F)F)C(=O)O